(S)-N-(5-(2,4-difluorophenoxy)pyrazin-2-yl)-2-(3,3-dimethyl-4-((S)-5,6,7,8-tetrahydro-[1,2,4]triazolo[1,5-a]pyridine-6-carbonyl)piperazin-1-yl)propanamide FC1=C(OC=2N=CC(=NC2)NC([C@H](C)N2CC(N(CC2)C(=O)[C@H]2CCC=3N(C2)N=CN3)(C)C)=O)C=CC(=C1)F